benzyl-({2-[2-ethyl-4-(2-methoxyphenyl)-2-methyloxyhex-4-yl]ethyl})amine C(C1=CC=CC=C1)NCCC(CC(C)(OC)CC)(CC)C1=C(C=CC=C1)OC